N-(3-chloro-5-(methylsulfonamido)phenyl)-5-methyl-4-(5-(trifluoromethyl)pyrimidin-2-yl)thiophene-2-carboxamide ClC=1C=C(C=C(C1)NS(=O)(=O)C)NC(=O)C=1SC(=C(C1)C1=NC=C(C=N1)C(F)(F)F)C